[3-(1,1-difluoro-2-methoxy-ethyl)-2-fluoro-phenyl]Ethylamine hydrochloride Cl.FC(COC)(F)C=1C(=C(C=CC1)CCN)F